CO[C@@H]1CC[C@@]23[C@H](C([C@](C[C@H]([C@@]([C@H]21)([C@@H](CC3)C)C)OCOC)(C)CCOC)=O)C (3R,3aS,4R,5R,7R,9R,9aR,12R)-3-methoxy-7-(2-methoxyethyl)-5-(methoxymethoxy)-4,7,9,12-tetramethyloctahydro-4,9a-propanocyclopenta[8]annulen-8(9H)-one